1-(3-(2,3-dihydrobenzofuran-5-yl)-6-(4,4,4-trifluorobutyl)pyrazin-2-yl)piperidine-4-carboxylic acid O1CCC2=C1C=CC(=C2)C=2C(=NC(=CN2)CCCC(F)(F)F)N2CCC(CC2)C(=O)O